methyl 3-(9-((4-(aminomethyl)-2-(sec-butoxy)phenyl)carbamoyl)-4,5-dihydrobenzo[b]thieno[2,3-d]oxepin-8-yl)-6-(propylcarbamoyl)picolinate NCC1=CC(=C(C=C1)NC(=O)C1=CC2=C(OCCC3=C2SC=C3)C=C1C=1C(=NC(=CC1)C(NCCC)=O)C(=O)OC)OC(C)CC